ClC1=CC=C(C=C1)C(=O)C=1OC(=CN1)C1=CC=C(C=C1)Cl (4-chlorophenyl)(5-(4-chlorophenyl)oxazol-2-yl)methanone